2-amino-N-(bicyclo[2.1.1]hexan-1-yl)hexanamide hydrochloride Cl.NC(C(=O)NC12CCC(C1)C2)CCCC